C(N)(OC1=NC(=NC=C1)C#N)=O 2-CYANOPYRIMIDIN-4-YL CARBAMATE